Cl.O1COC2=C1C=CC(=C2)N2C[C@H](CC2)N[C@H](C)C2=CC=CC1=CC=CC=C21 (3S)-1-(benzo[d][1,3]dioxolan-5-yl)-3-{[(1R)-1-(naphthalen-1-yl)ethyl]amino}tetrahydropyrrole hydrochloride